C(C1=CC=CC=C1)N1CCCN(CCN(CCC1)CC=1C(=C(C(=O)N)C=C(C1)C)O)CC=1C(=C(C(=O)N)C=C(C1)C)O (8-benzyl-1,4,8-triazacycloundecane-1,4-diyl)bis(methylene)bis(2-hydroxy-5-methylbenzamide)